C(C(C)C)(=O)OC[C@H]1C(C(=C(C1)C)C)(C)C |r| (1RS)-(2,2,3,4-tetramethyl-3-cyclopentenyl)methyl isobutyrate